COC=1C=C(C=CC1NC=1N=C(C2=C(N1)NC=C2C(F)(F)F)NC)N2C(CCC2)=O 1-(3-methoxy-4-((4-(methylamino)-5-(trifluoromethyl)-7H-pyrrolo[2,3-d]pyrimidin-2-yl)amino)phenyl)pyrrolidin-2-one